4,5,6,7-tetrachloro-1-(2-isopropyl-6-methylphenyl)pyrido[2,3-d]pyrimidin-2(1H)-one ClC=1C2=C(N(C(N1)=O)C1=C(C=CC=C1C)C(C)C)N=C(C(=C2Cl)Cl)Cl